BrC1=CC(=C(C=C1)C=1CCN(CC1)C(=O)OC(C)(C)C)F tert-butyl 4-(4-bromo-2-fluorophenyl)-3,6-dihydropyridine-1(2H)-carboxylate